(1S,2S,3S,6R)-4-((difluoromethoxy)methyl)-6-((2-(4-methylcyclohexyl)ethyl)amino)cyclohex-4-ene-1,2,3-triol FC(OCC=1[C@@H]([C@@H]([C@H]([C@@H](C1)NCCC1CCC(CC1)C)O)O)O)F